ClC1=C2C(=NC=C1)N(C(C2(OC)CC)=O)C2OCCCC2 4-chloro-3-ethyl-3-methoxy-1-tetrahydropyran-2-yl-pyrrolo[2,3-b]pyridin-2-one